CC=1C(=NC=CC1)CN1C[C@H](CC1)N1C(N(C=2C1=NC=CC2)C2=CC=C(C=C2)C2=CC=C(C=C2)C(=O)OC)=O Methyl (S)-4'-(3-(1-((3-methylpyridin-2-yl)methyl)pyrrolidin-3-yl)-2-oxo-2,3-dihydro-1H-imidazo[4,5-b]pyridin-1-yl)-[1,1'-biphenyl]-4-carboxylate